FC1=C(C(=C2C=CNC2=C1F)SC)OC=1C=CC(=C(C(=O)O)C1)F 5-[(6,7-difluoro-4-methylsulfanyl-1H-indol-5-yl)oxy]-2-fluoro-benzoic acid